sodium caproyl taurate NCCS(=O)(=O)OC(CCCCC)=O.[Na]